FC1=C(C=CC=C1CC1N(CC2(CC2)C1NS(=O)(=O)C)C(=O)C1CC(C1)F)C1=CC=CC=C1 N-(6-((2-fluoro-[1,1'-biphenyl]-3-yl)methyl)-5-((1r,3r)-3-fluorocyclobutane-1-carbonyl)-5-azaspiro[2.4]heptan-7-yl)methanesulfonamide